(1r,4r)-4-(4-Benzylpiperazin-1-yl)cyclohexanol Diethyl-1-isopropyl-4-oxo-1,4-dihydropyridine-2,5-dicarboxylate C(C)C1=C(C(C(=C(N1C(C)C)C(=O)O)CC)=O)C(=O)O.C(C1=CC=CC=C1)N1CCN(CC1)C1CCC(CC1)O